FC=1C(=C(C(=C(C1)C1=CC=CC=C1)CCC1=CC=CC=C1)F)F trifluoro-phenethyl-biphenyl